6-[4-[(3S)-3-(5-Methyl-2-thienyl)isoxazolidine-2-carbonyl]-1-piperidyl]pyrimidine-4-carboxamide CC1=CC=C(S1)[C@H]1N(OCC1)C(=O)C1CCN(CC1)C1=CC(=NC=N1)C(=O)N